Cl.NC1=CC=C(C=C1)C(C(F)(F)F)(C(F)(F)F)O 2-(4-aminophenyl)-1,1,1,3,3,3-hexafluoropropan-2-ol hydrochloride